NC(C1=CC=CC=C1)C(=O)OC METHYL PHENYLGLYCINATE